ClC=1C(=NN(C1C)C(C(=O)OCCC=C(F)F)C)C 4,4-difluorobut-3-en-1-yl 2-(4-chloro-3,5-dimethyl-1H-pyrazol-1-yl)propanoate